C(C)OC(=O)C1=CC(=NN1COCC[Si](C)(C)C)C=O 3-formyl-1-((2-(trimethylsilyl)ethoxy)methyl)-1H-pyrazole-5-carboxylic acid ethyl ester